2-chloro-1,4-benzenedicarboxylic acid ClC1=C(C=CC(=C1)C(=O)O)C(=O)O